C1(CCC1)C=1C=C(C(=C(C(=O)OC)C1)C)N(C1CCOCC1)CC methyl 5-cyclobutyl-3-(ethyl (tetrahydro-2H-pyran-4-yl) amino)-2-methylbenzoate